ethyl (R)-2-methyl-1-(1-(1-(2,2,2-trifluoroethyl)piperidin-4-yl)ethyl)-1H-pyrrolo[2,3-b]pyridine-3-carboxylate CC1=C(C=2C(=NC=CC2)N1[C@H](C)C1CCN(CC1)CC(F)(F)F)C(=O)OCC